5-(4-(hexyloxy)-1,2,5-thiadiazol-3-yl)-1-(1-((isopropoxycarbonyl)oxy)decyl)-1-methyl-1,2,3,6-tetrahydropyridin-1-ium iodide [I-].C(CCCCC)OC=1C(=NSN1)C1=CCC[N+](C1)(C)C(CCCCCCCCC)OC(=O)OC(C)C